(6R,7R)-7-[[(Z)-2-(2-amino-4-thiazolyl)-2-[(carboxymethoxy)imino]acetyl]amino]-3-vinyl-8-oxo-5-thia-1-azabicyclo[4.2.0]oct-2-ene-2-carboxylic acid trihydrate O.O.O.NC=1SC=C(N1)/C(/C(=O)N[C@H]1[C@H]2SCC(=C(N2C1=O)C(=O)O)C=C)=N/OCC(=O)O